N-(diphenylmethylene)-2,8-dimethylimidazo[1,2-a]pyridin-6-amine C1(=CC=CC=C1)C(=NC=1C=C(C=2N(C1)C=C(N2)C)C)C2=CC=CC=C2